4-[3-methyl-2-oxo-2,3-dihydro-1H-indol-5-yl]piperidine-1-carboxylic acid tert-butyl ester C(C)(C)(C)OC(=O)N1CCC(CC1)C=1C=C2C(C(NC2=CC1)=O)C